C(C)(C)(C)OC(=O)N1[C@@](CN(CC1)C1=NC(=NC2=C(C(=C(C=C12)Cl)Br)F)Cl)(CC#N)C(C)(C)C tert-butyl-(S)-4-(7-bromo-2,6-dichloro-8-fluoroquinazolin-4-yl)-2-(cyanomethyl)piperazine-1-carboxylic acid tert-butyl ester